(prop-1-en-2-yl)pyrrolo[2,1-f][1,2,4]triazin-4-amine C=C(C)C1=NN2C(C(=N1)N)=CC=C2